BrCCCCCN1C(=O)C(=O)C2=CC=C(C=C12)Cl N-(5-bromopentyl)-6-chloroisatin